O=C1NC(CCC1N1C(N(C2=C1C=CC=C2C#CCCN(C(OC(C)(C)C)=O)C)C)=O)=O 1-Tert-butyl (4-(1-(2,6-dioxopiperidin-3-yl)-3-methyl-2-oxo-2,3-dihydro-1H-benzo[d]imidazol-4-yl)but-3-yn-1-yl)(methyl)carbamate